(2-ethylbutyl)-D-tryptophan C(C)C(CN[C@H](CC1=CNC2=CC=CC=C12)C(=O)O)CC